C(C)(C)(C)OC(=O)N1CCC(CCC1)N1N=NC(=C1C)C1=CC=2N(C(=C1)O)C(=CN2)C#N.C2(=CC(=CC=C2)C(\C=C\C=2C=C1N=CC=NC1=CC2)=O)C2=CC=CC=C2 (E)-1-([1,1'-biphenyl]-3-yl)-3-(quinoxalin-6-yl)prop-2-en-1-one tert-Butyl-4-[4-(3-cyano-5-hydroxy-imidazo[1,2-a]pyridin-7-yl)-5-methyl-triazol-1-yl]azepane-1-carboxylate